1-bicyclo[4.2.0]oct-1,3,5-trien-7-ylmethylamine C12=CC=CC=C2C(C1)CN